6-bromo-3-(2,6-dibenzyloxy-3-pyridyl)-1-methyl-5-(trifluoromethyl)indazole BrC1=C(C=C2C(=NN(C2=C1)C)C=1C(=NC(=CC1)OCC1=CC=CC=C1)OCC1=CC=CC=C1)C(F)(F)F